dichloro(2-Picoline) palladium [Pd].ClC1=C(C(=NC=C1)C)Cl